FC1=CC=CC=2N(C(=NC21)C)C(C)C 4-fluoro-1-isopropyl-2-methyl-1H-benzo[d]imidazol